tertbutyl (6-aminohexyl)carbamate NCCCCCCNC(OC(C)(C)C)=O